(R)-1-(3-fluorophenyl)ethane-1,2-diol FC=1C=C(C=CC1)[C@H](CO)O